FC(C(=O)O)(F)F.ClC1=CC=C2C(=C(N(C2=C1C=1C(=NN(C1C)C)C)CCN1CCN(CC1)C1CCNCC1)C(=O)O)CCCOC1=CC=CC2=CC(=CC=C12)F 6-chloro-3-{3-[(6-fluoronaphthalen-1-yl)oxy]propyl}-1-{2-[4-(piperidin-4-yl)piperazin-1-yl]ethyl}-7-(1,3,5-trimethyl-1H-pyrazol-4-yl)-1H-indole-2-carboxylic acid trifluoroacetate